C(C)N1C=NC2=NC(=C(C=C21)C#N)OC 1-ethyl-5-methoxy-1H-imidazo[4,5-b]pyridine-6-carbonitrile